C1(CC1)C1=NC=NC(=C1NN)OC 4-cyclopropyl-5-hydrazinyl-6-methoxypyrimidine